FC1=CC=C(C=C1)\C=C(\C(=O)O)/O (Z)-3-(4-fluorophenyl)-2-hydroxyacrylic acid